tosyl-(2,4-difluorophenyl) isonitrile S(=O)(=O)(C1=CC=C(C)C=C1)C=1C(=C(C=CC1F)[N+]#[C-])F